CN1C2=CC=CC=C2OC[C@@H](C1=O)NC(=O)C3=NNC(=N3)CC4=CC=CC=C4 (S)-5-benzyl-N-(5-methyl-4-oxo-2,3,4,5-tetrahydrobenzo[b][1,4]oxazepin-3-yl)-1H-1,2,4-triazole-3-carboxamide